2-(3,5-dichlorophenyl)acetic acid ClC=1C=C(C=C(C1)Cl)CC(=O)O